NC1=CC(=C(C=C1)C1=NN(C2=CC=C(C=C12)C(=O)NC1=CC=C(C=C1)C(F)(F)F)C)C 3-(4-Amino-2-methylphenyl)-1-methyl-N-(4-(trifluoromethyl)phenyl)-1H-indazole-5-carboxamide